FC(N1N=CC=C1C(=O)OCC)F ethyl 1-(difluoromethyl)-1H-pyrazole-5-carboxylate